FC1(CCC2=C1N=C(N=C2C2=CC=C1CCC(C1=C2)NS(=O)(=O)C)N2[C@H]([C@@H](C2)O)C)F N-(6-(7,7-difluoro-2-((2S,3R)-3-hydroxy-2-methylazetidin-1-yl)-6,7-dihydro-5H-cyclopenta[d]pyrimidin-4-yl)-2,3-dihydro-1H-inden-1-yl)methanesulfonamide